C(C)(CC)C(C(=O)OCC1=CC=C(C=C1)OC1[C@H](O)[C@@H](O)[C@H](O)[C@H](O1)CO)(O)CC(=O)OCC1=CC=C(C=C1)OC1[C@H](O)[C@@H](O)[C@H](O)[C@H](O1)CO bis(4-(glucopyranosyloxy)benzyl) 2-sec-butylmalate